tert-butyl (5-cyclopropyl-2,3-dihydro-1H-inden-2-yl)carbamate C1(CC1)C=1C=C2CC(CC2=CC1)NC(OC(C)(C)C)=O